di(tolyl) para-phenylenediamine t-butyl 8-(methyl (tetrahydrofuran-3-yl)amino)-3,4-dihydroisoquinoline-2(1H)-carboxylate CN(C=1C=CC=C2CCN(CC12)C(=O)OC(C)(C)C)C1COCC1.C1(=C(C=CC=C1)NC1=CC=C(C=C1)NC1=C(C=CC=C1)C)C